Bis(4-(methoxy)phenyl) oxalate C(C(=O)OC1=CC=C(C=C1)OC)(=O)OC1=CC=C(C=C1)OC